di-chlorophenyl-carbodiimide ClC=1C(=C(C=CC1)N=C=N)Cl